tert-butyl N-[(1R)-2-[tert-butyl(dimethyl)silyl]oxy-1-(4-ethynylphenyl)ethyl]carbamate [Si](C)(C)(C(C)(C)C)OC[C@@H](C1=CC=C(C=C1)C#C)NC(OC(C)(C)C)=O